C(C)(C)(C)OC(CCCNC=1SC=C(N1)C(=O)OCC)=O Ethyl 2-{[4-(tert-butoxy)-4-oxobutyl]amino}-1,3-thiazole-4-carboxylate